(5-((3-(((tert-butyldimethylsilyl)oxy)methyl)benzyl)oxy)pyridin-3-yl)methyl-2-fluoro-9H-purin-6-amine [Si](C)(C)(C(C)(C)C)OCC=1C=C(COC=2C=C(C=NC2)CN2C3=NC(=NC(=C3N=C2)N)F)C=CC1